N-(2-bromo-6-chlorophenyl)-4-ethoxy-2-[4-(1-methyl-4-piperidyloxy)-3-toluidino]-5-pyrimidinecarboxamide BrC1=C(C(=CC=C1)Cl)NC(=O)C=1C(=NC(=NC1)NC=1C=C(C=CC1OC1CCN(CC1)C)C)OCC